5-(4-hydroxy-6,7-dimethyl-pteridin-2-yl)-1-(2-methyl-4-pyridyl)piperidin-2-one OC1=NC(=NC2=NC(=C(N=C12)C)C)C1CCC(N(C1)C1=CC(=NC=C1)C)=O